ClC=1C(=NC(=NC1)N(C1CCOCC1)CC1=C(C=C(C=C1)OC)OC)C1=CC=C2CN(C(C2=C1)=O)CC1=CC(=NO1)C 6-(5-chloro-2-{[(2,4-dimethoxyphenyl)methyl](oxan-4-yl)amino}pyrimidin-4-yl)-2-[(3-methyl-1,2-oxazol-5-yl)methyl]-2,3-dihydro-1H-isoindol-1-one